N(C(=N)N)C(CCCCCCCN)NC(=N)N diguanidinooctylamine